rhodium ammonium salt [NH4+].[Rh+3]